(±)-3-(trans-2-cyanocyclopropanecarboxamido)-6-(2-oxo-2,3-dihydro-1H-benzo[d]imidazol-1-yl)isoquinolin-8-ylcarbamic acid tert-butyl ester C(C)(C)(C)OC(NC=1C=C(C=C2C=C(N=CC12)NC(=O)[C@H]1[C@@H](C1)C#N)N1C(NC2=C1C=CC=C2)=O)=O |r|